CC1=C(C=C2C=C(N=CC2=C1)NC(=O)[C@@H]1[C@H](C1)C1=NC=CC=C1)N1CC[NH+](CC1)[C@]1(COCC1)C (1S,2S)-N-[7-methyl-6-[4-((3R)-3-methyltetrahydrofuran-3-yl)piperazin-4-ium-1-yl]-3-isoquinolinyl]-2-(2-pyridinyl)cyclopropanecarboxamide